[H-].C(CCC)[P+](CCCC)(CCCC)CCCC tetrabutylphosphonium hydride